CC1(C(C(C1)(C)C)(O)O)C 2,2,4,4-tetramethylcyclobutanediol